(R)-2-(3-fluorophenyl)-9-(1-((3-hydroxybenzo[d]isoxazol-4-yl)amino)ethyl)-3,7-dimethyl-4H-pyrido[1,2-a]pyrimidin-4-one FC=1C=C(C=CC1)C=1N=C2N(C(C1C)=O)C=C(C=C2[C@@H](C)NC2=CC=CC1=C2C(=NO1)O)C